1-(6,7-dihydro-5H-benzo[6,7]cyclohepta[1,2-c]pyridazin-3-yl)-N3-(7-((2R)-2-(carboxy)pyrrolidin-1-yl)-6,7,8,9-tetrahydro-5H-benzo[7]annulene-2-yl)-1H-1,2,4-triazole-3,5-diamine N1=NC(=CC2=C1C1=C(CCC2)C=CC=C1)N1N=C(N=C1N)NC=1C=CC2=C(CCC(CC2)N2[C@H](CCC2)C(=O)O)C1